N'-(p-tolyl)quinoline-2-carbohydrazide C1(=CC=C(C=C1)NNC(=O)C1=NC2=CC=CC=C2C=C1)C